N1=CC=C(C=C1)OC1=CC=C2C(=NNC2=C1)C(=O)OC methyl 6-(4-pyridinyloxy)-1H-indazole-3-carboxylate